4,6-dichloro-5-(2,2-difluoroethyl)pyrimidin-2-amine ClC1=NC(=NC(=C1CC(F)F)Cl)N